N-((8-((2-(trifluoromethyl)pyridin-4-yl)amino)imidazo[1,2-a]pyrazin-6-yl)methyl)acrylamide FC(C1=NC=CC(=C1)NC=1C=2N(C=C(N1)CNC(C=C)=O)C=CN2)(F)F